2-bromo-4-iodo-1-methoxybenzene BrC1=C(C=CC(=C1)I)OC